CN(C1=CC=C(C=C1)CNC(=O)C=1C=C2CCN(CC2=CC1)C(=O)C1=C2C=CN=CC2=CC=C1)C N-[p-(dimethylamino)phenyl]methyl-2-[(5-isoquinolyl)carbonyl]-1,2,3,4-tetrahydro-6-isoquinolinecarboxamide